N'-((2-cyclobutyl-3-methyl-6,7-dihydro-5H-cyclopenta[b]pyridin-4-yl)carbamoyl)-4-(2-hydroxypropan-2-yl)thiophene-2-sulfonimidamide C1(CCC1)C1=C(C(=C2C(=N1)CCC2)NC(=O)N=S(=O)(N)C=2SC=C(C2)C(C)(C)O)C